BrC=1C=2N(C=CC1)C(=C(N2)C(=O)O)SC(F)(F)F 8-bromo-3-((trifluoromethyl)thio)imidazo[1,2-a]pyridine-2-carboxylic acid